C(CC[NH2+]CCCNC(=O)CNC(=O)[C@H](CS)NC(=O)CC[C@@H](C(=O)[O-])[NH3+])C[NH3+] The molecule is dication of glutathionylspermidine arising from deprotonation of the terminal carboxy group and protonation of the primary and secondary amino groups; major species at pH 7.3. It is a peptide cation and an ammonium ion derivative. It is a conjugate acid of a glutathionylspermidine.